4-chloro-1-[2-(4-methylsulfonylpiperazin-1-yl)propyl]-5-[[2-[6-(2,2,2-trifluoroethyl)quinazolin-4-yl]-2,7-diazaspiro[3.5]nonan-7-yl]methyl]indole-2-carbonitrile ClC1=C2C=C(N(C2=CC=C1CN1CCC2(CN(C2)C2=NC=NC3=CC=C(C=C23)CC(F)(F)F)CC1)CC(C)N1CCN(CC1)S(=O)(=O)C)C#N